ClC1=C(C=C(C(=C1)F)N1C(N(C(=CC1=O)C(F)(F)F)C)=O)C1=NOC(C1)(C(=O)OC)C methyl 3-{2-chloro-4-fluoro-5-[3-methyl-2,6-dioxo-4-(trifluoromethyl)-3,6-dihydropyrimidin-1(2H)-yl] phenyl}-5-methyl-4,5-dihydro-1,2-oxazole-5-carboxylate